C(CCC)C1=C(C=CC(=C1)O)OC 2-butyl-4-hydroxyanisole